2-chloro-3-fluoro-1-(1-methylcyclopropoxy)-4-nitrobenzene ClC1=C(C=CC(=C1F)[N+](=O)[O-])OC1(CC1)C